isoheptene CC(C)CCC=C